2-[2-(furan-3-yl)ethynyl]-6-(4-methanesulfonylphenyl)pyridin O1C=C(C=C1)C#CC1=NC(=CC=C1)C1=CC=C(C=C1)S(=O)(=O)C